N-(2-(4-cyanothiazolidin-3-yl)-2-oxoethyl)-6-(fluoromethyl)-quinoline-4-carboxamide C(#N)C1N(CSC1)C(CNC(=O)C1=CC=NC2=CC=C(C=C12)CF)=O